C1(CCCCC1)P(C1=C(C=CC=C1)C1=C(C=C(C=C1C(C)C)C(C)C)C(C)C)C1CCCCC1 2-Dicyclohexylphosphino-2',4',6'-triisopropyl-1,1-biphenyl